C1(CC1)N(S(=O)(=O)C1=CC(=CC=C1)OC[C@H](CNC1COC2(C1)CCN(CC2)S(=O)(=O)C2=CC1=CC=CC=C1C=C2)O)C N-cyclopropyl-3-((2S)-2-hydroxy-3-(8-(naphthalen-2-ylsulfonyl)-1-oxa-8-azaspiro[4.5]decan-3-ylamino)propoxy)-N-methylbenzenesulfonamide